C[C@H]1N([C@H](CN(C1)C1=NC=C(C=N1)C(F)(F)F)C)C(=O)NC1CC2(CN(C2)CC(C)C)C1 (2R,6S)-2,6-dimethyl-N-[2-(2-methylpropyl)-2-azaspiro[3.3]heptan-6-yl]-4-[5-(trifluoromethyl)pyrimidin-2-yl]piperazine-1-carboxamide